1-(3-Acetylphenyl)-3-(3-(2-methoxyethyl)-2,4-dioxo-1-(pyridin-3-ylmethyl)-1,2,3,4-tetrahydroquinazolin-6-yl)urea C(C)(=O)C=1C=C(C=CC1)NC(=O)NC=1C=C2C(N(C(N(C2=CC1)CC=1C=NC=CC1)=O)CCOC)=O